C1(=CC=C(C=C1)N1C2=CC=CC=C2C=2C=CC=CC12)N1C2=CC=CC=C2C=2C=CC=CC12 9,9'-(1,4-phenylene)bis(9H-carbazole)